tert-butyl ((7-bromo-5-cyclopropylpyrazolo[1,5-a]pyridin-2-yl)methyl)carbamate BrC1=CC(=CC=2N1N=C(C2)CNC(OC(C)(C)C)=O)C2CC2